4-[4-(difluoromethyl)phenoxy]-3-(6,7-dihydro-5H-pyrrolo[1,2-a]imidazol-2-yl)-N-methylbenzene-1-sulfonamide FC(C1=CC=C(OC2=C(C=C(C=C2)S(=O)(=O)NC)C=2N=C3N(C2)CCC3)C=C1)F